NC1=CC=C(C=C1)N1CCC(CC1)C(=O)O 4-Aminophenylpiperidine-4-carboxylic acid